((1R)-3-methyl-1-(3-(quinolin-4-yl)-4,5-dihydroisoxazole-5-carboxamido)butyl)boronic acid CC(C[C@H](NC(=O)C1CC(=NO1)C1=CC=NC2=CC=CC=C12)B(O)O)C